fluorenyl-vinyl-pyrrolopyrroledione C1(=CC=CC=2C3=CC=CC=C3CC12)C1=C(N=C2C1=NC(C2=O)=O)C=C